C1(CCCC1)C(=O)OC[C@]1(O[C@H]([C@@H]([C@@H]1O)O)C1=CC=C2C(=NC=NN21)N)C#N ((2R,3S,4R,5S)-5-(4-aminopyrrolo[2,1-f][1,2,4]triazin-7-yl)-2-cyano-3,4-dihydroxytetrahydrofuran-2-yl)methyl cyclopentanecarboxylate